ClC=1C(=CC=C2N=CC(=NC12)C=1C=NN(C1)C1C2CN(C(C1)C2)C2COC2)OC=2C=CC1=C(NC(=N1)C)C2 8-chloro-7-((2-methyl-1H-benzo[d]imidazol-6-yl)oxy)-2-(1-(2-(oxetan-3-yl)-2-azabicyclo[2.2.1]heptan-5-yl)-1H-pyrazol-4-yl)quinoxaline